5-(3-(4-hydroxypiperidin-1-yl)azetidin-1-yl)-2-methyl-N-(1-(1-methyl-2-oxo-1,2-dihydrobenzo[cd]indol-6-yl)cyclopropyl)benzamide OC1CCN(CC1)C1CN(C1)C=1C=CC(=C(C(=O)NC2(CC2)C=2C=3C4=C(C(N(C4=CC2)C)=O)C=CC3)C1)C